C1(=CC=CC=C1)[C@H]1[C@@H]2C[C@H](C=3N1C1=NC(=CC=C1N3)C=3C=NC(=NC3)N3CCC(CC3)O)O2 1-(5-((6R,8S,9S)-9-phenyl-6,7,8,9-tetrahydro-6,8-epoxyimidazo[1,2-a:5,4-b']dipyridin-2-yl)pyrimidin-2-yl)piperidin-4-ol